(4-(3-chloro-4-(trifluoromethoxy)phenoxy)-3,5-difluorophenyl)methanol ClC=1C=C(OC2=C(C=C(C=C2F)CO)F)C=CC1OC(F)(F)F